3-(Pentafluoromercapto)benzoyl-hydrazine FS(C=1C=C(C(=O)NN)C=CC1)(F)(F)(F)F